5-(3-(2-((tert-butyl-dimethylsilyl)oxy)ethoxy)-4-methoxyphenyl)pyridine [Si](C)(C)(C(C)(C)C)OCCOC=1C=C(C=CC1OC)C=1C=CC=NC1